C(C)(C)(C)OC(N[C@@H](CO)CCCO)=O (R)-(1,5-dihydroxypent-2-yl)carbamic acid tert-butyl ester